3-[Hydroxy-[3-(5-methyl-[1,2,4]oxadiazol-3-yl)-phenyl]-(4-trifluoromethoxy-phenyl)-methyl]-3-methyl-azetidine-1-carboxylic acid tert-butyl ester C(C)(C)(C)OC(=O)N1CC(C1)(C)C(C1=CC=C(C=C1)OC(F)(F)F)(C1=CC(=CC=C1)C1=NOC(=N1)C)O